ClC=1C=C(C=CC1OC)N1C(=NC2=C1C=C(C=C2)N2CCOCC2)C#C[Si](C(C)C)(C(C)C)C(C)C 4-(1-(3-chloro-4-methoxyphenyl)-2-((triisopropylsilyl)ethynyl)-1H-benzo[d]imidazol-6-yl)morpholine